3-(4-((2,6-dichloropyridin-4-yl)methyl)piperazin-1-yl)propanenitrile ClC1=NC(=CC(=C1)CN1CCN(CC1)CCC#N)Cl